5-ethyl-2-(methoxy-d3)-4-(4-(4-methylpiperazin-1-yl)piperidin-1-yl)aniline C(C)C=1C(=CC(=C(N)C1)OC([2H])([2H])[2H])N1CCC(CC1)N1CCN(CC1)C